1,4-Bis(aminopropyl)benzene NCCCC1=CC=C(C=C1)CCCN